C(CCCC)NC(=O)NC(C)C1=CC(=CC=C1)C(F)(F)F pent-1-yl-3-[1-(3-trifluoromethyl-phenyl)-ethyl]-urea